OC1=NN2C(C=CC=C2)=C1C(=O)NC=1C=C2C=CNC2=CC1 2-Hydroxy-N-(1H-indol-5-yl)pyrazolo[1,5-a]pyridine-3-carboxamide